NCCC(CCN)N (2-aminoethyl)propane-1,3-diamine